2-amino-N-ethoxy-N-propyl-8-(4,4,5,5-tetramethyl-1,3,2-dioxaborolan-2-yl)-3H-1-benzazepine-4-carboxamide NC1=NC2=C(C=C(C1)C(=O)N(CCC)OCC)C=CC(=C2)B2OC(C(O2)(C)C)(C)C